acryloxybutyl acrylate C(C=C)(=O)OCCCCOC(C=C)=O